COCC1(CCCC1)COC 1,1-Dimethoxymethyl-cyclopentane